NC1=C(C=2C=NC(=C(C2N1C1=C2C=NNC2=CC=C1C)CC(C)C)C1CC1)C(=O)N 2-amino-6-cyclopropyl-7-isobutyl-1-(5-methyl-1H-indazol-4-yl)pyrrolo[3,2-c]pyridine-3-carboxamide